OC1=CC=C(C=N1)C=1C=C2C(=C(C=NC2=CC1)C#N)NC(C)C1=CC=CC=C1 6-(6-hydroxypyridin-3-yl)-4-((1-phenylethyl)amino)quinoline-3-carbonitrile